C(CCC(=O)[O-])(=O)OCCOC(C(=C)C)=O.[Al+3].C(C(=C)C)(=O)OCCOC(CCC(=O)[O-])=O.C(C(=C)C)(=O)OCCOC(CCC(=O)[O-])=O aluminum methacryloyloxyethyl succinate